C(C)(CC)SSC(C)CC Di-Sec-Butyl Disulfide